FC=1C(=C(C(=O)O)C(=CC1)N1CCOCC1)C 3-Fluoro-2-methyl-6-morpholin-4-ylbenzoic acid